C1(=CC=CC=C1)C(C(C=1NC2=C(N1)C=1C=CC=3C=CC=CC3C1C=C2)(C2=CC=CC=C2)C2=CC=CC=C2)(C=2NC1=C(N2)C=2C=CC=3C=CC=CC3C2C=C1)C1=CC=CC=C1 tetraphenylethylene-bis(phenanthroimidazole)